2-(trimethylsiloxy)-1,3-butadiene C[Si](OC(=C)C=C)(C)C